(1R,3R,5S)-N-[2-fluoro-5-(5-fluoropyrimidin-2-yl)-4-methylphenyl]-3-methyl-1-(5-methyl-1,3,4-oxadiazol-2-yl)-6-azabicyclo[3.1.1]heptane-6-carboxamide FC1=C(C=C(C(=C1)C)C1=NC=C(C=N1)F)NC(=O)N1[C@H]2C[C@H](C[C@@]1(C2)C=2OC(=NN2)C)C